imidazo[1,2-A]pyridin-7-amine hydrochloride Cl.N=1C=CN2C1C=C(C=C2)N